N-(5-cyano-6-(2H-1,2,3-triazol-2-yl)pyridin-3-yl)-1-(2-methylfuro[3,2-b]pyridin-7-yl)-5-(trifluoromethyl)-1H-pyrazole-4-carboxamide C(#N)C=1C=C(C=NC1N1N=CC=N1)NC(=O)C=1C=NN(C1C(F)(F)F)C1=C2C(=NC=C1)C=C(O2)C